N-methylpropene-1,3-diamine CNC=CCN